BrC1=C(C=C(C=C1)[C@@H]1[C@H]([C@@H](CCC1)C(=O)OC)C(=O)OC)C#N |r| rac-dimethyl (1R,2R,3S)-3-(4-bromo-3-cyanophenyl)cyclohexane-1,2-dicarboxylate